C(C)OC(=O)C1CC(N(CC1=O)CC1=CC=CC=C1)C 1-benzyl-2-methyl-5-oxopiperidine-4-carboxylic acid ethyl ester